C(C)(C)(C)[NH3+].C(CCC#CC)(=O)[O-] hex-4-ynoic acid tert-butyl-ammonium salt